(7-((2S,5R)-2,5-diethyl-4-(1-(1-ethyl-1H-benzo[d]imidazol-2-yl)ethyl)piperazin-1-yl)-4-methyl-5-oxo-4,5-dihydro-2H-pyrazolo[4,3-B]pyridin-2-yl)acetonitrile C(C)[C@@H]1N(C[C@H](N(C1)C(C)C1=NC2=C(N1CC)C=CC=C2)CC)C=2C=1C(N(C(C2)=O)C)=CN(N1)CC#N